C[C@@H]1CN(CCC1)C(=O)C=1C=C2C(=NC1)N(C=C2)C=2C=CC(=NC2)C(NN)=N (S)-5-(5-(3-methylpiperidine-1-carbonyl)-1H-pyrrolo[2,3-b]pyridin-1-yl)picolinimidohydrazide